C(=O)O.BrCCCC bromobutane format